2-fluoro-4-nitro-5-hydroxybenzoic acid FC1=C(C(=O)O)C=C(C(=C1)[N+](=O)[O-])O